3-(8-amino-4-oxo-1,2,3-benzotriazin-3-yl)piperidine-2,6-dione NC1=CC=CC=2C(N(N=NC21)C2C(NC(CC2)=O)=O)=O